6-((3S,4S)-4-amino-3-methyl-2-oxa-8-azaspiro[4.5]decan-8-yl)-5-methyl-3-((1-methyl-1H-imidazol-4-yl)ethynyl)-1,5-dihydro-4H-pyrazolo[3,4-d]pyrimidin-4-one N[C@@H]1[C@@H](OCC12CCN(CC2)C=2N(C(C1=C(N2)NN=C1C#CC=1N=CN(C1)C)=O)C)C